phosphorus, potassium salt [K].[P]